4,5-dichloro-6-dimethylaminopyrimidine ClC1=NC=NC(=C1Cl)N(C)C